(M)-1-(6-(3-chloro-4-(5-hydroxy-2-methylphenyl)-7,7-dimethyl-7,8-dihydro-5H-pyrano[4,3-b]pyridin-2-yl)-2,6-diazaspiro[3.4]octan-2-yl)-2-propen-1-one ClC=1C(=C2C(=NC1N1CC3(CN(C3)C(C=C)=O)CC1)CC(OC2)(C)C)C2=C(C=CC(=C2)O)C